NC1=NC=C(C2=C1C(=C(S2)C2=C(C=C(C=C2)NC(C(=C)C)=O)C)C2=CC(=C(C=C2)OC2=NC=CC(=N2)C(F)(F)F)F)C=2C=NN(C2)C N-(4-(4-amino-3-(3-fluoro-4-((4-(trifluoromethyl)pyrimidin-2-yl)oxy)phenyl)-7-(1-methyl-1H-pyrazol-4-yl)thieno[3,2-c]pyridin-2-yl)-3-methylphenyl)methacrylamide